COC=1C=C(C=CC1C)NC(N(C)C1=CC=2OC(C(=CC2S1)C(=O)O)=O)=O 2-(3-(3-methoxy-4-methylphenyl)-1-methylureido)-5-oxo-5H-thieno[3,2-b]pyran-6-carboxylic acid